CS(=O)(=O)OCC1=CN=NC(=C1)C1C(NC(CC1)=O)=O (6-(2,6-dioxopiperidin-3-yl)pyridazin-4-yl)methyl methanesulfonate